1-(tert-butyl)-3-(5-(2,2-difluorocyclopropyl)-4-(5-(piperidin-4-yl)pyrimidin-2-yl)isoxazol-3-yl)-1H-pyrazolo[3,4-d]pyrimidin-4-amine C(C)(C)(C)N1N=C(C=2C1=NC=NC2N)C2=NOC(=C2C2=NC=C(C=N2)C2CCNCC2)C2C(C2)(F)F